ClC=1C(=C(C=CC1F)[C@@H](NC(=O)N1[C@@H](C(NCC1)=O)C)[C@@H]1C[C@@H](C1)OC(F)F)F (2R)-N-((S)-(3-chloro-2,4-difluorophenyl)(cis-3-(difluoromethoxy)cyclobutyl)methyl)-2-methyl-3-oxopiperazine-1-carboxamide